4-Bromothiophen BrC=1C=CSC1